isopropyl (S)-6-diazo-2-((S)-2-hydroxy-2-(pyridin-2-yl)acetamido)-5-oxohexanoate [N+](=[N-])=CC(CC[C@@H](C(=O)OC(C)C)NC([C@H](C1=NC=CC=C1)O)=O)=O